COCCN(CC[C@@H](C(=O)O)NC(=O)O[C@H](C)C1=CC=CC=C1)CCCCC1=NC=2NCCCC2C=C1 (S)-4-((2-methoxyethyl)(4-(5,6,7,8-tetrahydro-1,8-naphthyridin-2-yl)butyl)amino)-2-((((R)-1-phenylethoxy)carbonyl)amino)butanoic acid